[Si](C)(C)(C(C)(C)C)OCCC1(CCNCC1)N 4-(2-((tert-butyldimethylsilyl)oxy)ethyl)piperidin-4-amine